C[C@@]1(CN(CCN1)C(=O)OC(C)(C)C)C(=O)[O-] (R)-1-(tert-butyl) 3-methyl-piperazine-1,3-dicarboxylate